1-({(2R)-2-[8-amino-1-(2-fluoro-4-{[4-(trifluoromethyl)pyridin-2-yl]carbamoyl}phenyl)imidazo[1,5-a]pyrazin-3-yl]morpholin-4-yl}carbonyl)cyclobutanecarboxylic acid NC=1C=2N(C=CN1)C(=NC2C2=C(C=C(C=C2)C(NC2=NC=CC(=C2)C(F)(F)F)=O)F)[C@H]2CN(CCO2)C(=O)C2(CCC2)C(=O)O